(1R,2S)-2-(3-{[5-chloro-6-(3-methoxyazetidin-1-yl)pyrimidin-4-yl]amino}-1H-indazol-6-yl)-5'-methoxyspiro[cyclopropan-1,3'-indol]-2'(1'H)-one ClC=1C(=NC=NC1N1CC(C1)OC)NC1=NNC2=CC(=CC=C12)[C@@H]1C[C@@]12C(NC1=CC=C(C=C21)OC)=O